4-((8-Cyclobutoxy-7-(1H-pyrazol-4-yl)-[1,2,4]triazolo[1,5-c]pyrimidin-2-yl)amino)-N-(2-(1-(2-(2,6-dioxopiperidin-3-yl)-1-oxoisoindolin-5-yl)piperidin-4-yl)ethyl)-3-methylbenzamide C1(CCC1)OC=1C=2N(C=NC1C=1C=NNC1)N=C(N2)NC2=C(C=C(C(=O)NCCC1CCN(CC1)C=1C=C3CN(C(C3=CC1)=O)C1C(NC(CC1)=O)=O)C=C2)C